C1(CC1)C(=O)N1CCN(CC1)C(C1=C(C=CC(=C1)CC1=NNC(C2=CC=CC=C12)=O)F)=O 1-(cyclopropanoyl)-4-[5-[(3,4-dihydro-4-oxo-1-phthalazinyl)methyl]-2-fluorobenzoyl]piperazine